[N-]=C=O.NCCNCCN diethylenetriamine isocyanate